salicylic acid vanillyl ester C(C1=CC(OC)=C(O)C=C1)OC(C=1C(O)=CC=CC1)=O